4-(4-(4-((4-chloro-5-(trifluoromethyl)pyrimidin-2-yl)amino)-3-methoxyphenyl)piperazin-1-yl)adamantan-1-carboxylic acid methyl ester COC(=O)C12CC3C(C(CC(C1)C3)C2)N2CCN(CC2)C2=CC(=C(C=C2)NC2=NC=C(C(=N2)Cl)C(F)(F)F)OC